6-Acetamidohexanamin C(C)(=O)NCCCCCCN